(3S)-1-[[3-bromo-5-(trifluoromethyl)-1H-pyrazolo[4,3-b]pyridin-7-yl]methyl]-3-fluoropyrrolidine BrC1=NNC=2C1=NC(=CC2CN2C[C@H](CC2)F)C(F)(F)F